ClC1=CC=C2C(=N1)N(N=C2N2CC(CC2)C(C(=O)N)=C)C2=CC=C(C=C2)C(F)(F)F (1-(6-chloro-1-(4-(trifluoromethyl)phenyl)-1H-pyrazolo[3,4-b]pyridin-3-yl)pyrrolidin-3-yl)acrylamide